COC1=C(C=C(C=C1)CC(C(C)C)NC=O)OCCCOC N-(1-(4-methoxy-3-(3-methoxypropoxy)phenyl)-3-methylbut-2-yl)carboxamide